tert-butyl 3-(4-(2-chloro-5-fluorophenyl) piperidine-1-carbonyl)-1,4,6,7-tetrahydro-5H-pyrazolo[4,3-c]pyridine-5-carboxylate ClC1=C(C=C(C=C1)F)C1CCN(CC1)C(=O)C1=NNC2=C1CN(CC2)C(=O)OC(C)(C)C